CS(=O)(=O)C1=CC2=C(N=C(S2)NC(=O)C2C(C3C=CC2C3)C(=O)O)C=C1 3-[(6-methylsulfonyl-1,3-benzothiazol-2-yl)carbamoyl]bicyclo[2.2.1]hept-5-ene-2-carboxylic acid